COC1=CC(=NC=C1C#N)C=1SC(=CN1)C(=O)N1C[C@H](OCC1)C=1C(=C2COC(C2=CC1)=O)C (R)-4-methoxy-6-(5-(2-(4-methyl-1-oxo-1,3-dihydroisobenzofuran-5-yl)morpholine-4-carbonyl)thiazol-2-yl)nicotinonitrile